C(C)(=O)N1CCN(CC1)CC=1C=C2CCN(C(C2=CC1)=O)C[C@@H](CN1CC2=CC=CC=C2CC1)O 6-[(4-Acetylpiperazin-1-yl)methyl]-2-[(2R)-3-(3,4-dihydro-1H-isochinolin-2-yl)-2-hydroxy-propyl]-3,4-dihydroisochinolin-1-on